4-acetyl-2-allylindole C(C)(=O)C1=C2C=C(NC2=CC=C1)CC=C